(R)-1-isopropyl-N-((S)-3-methyl-1,1-dioxidotetrahydrothiophen-3-yl)-3-(3-(2,2,2-trifluoroethoxy)phenyl)-4,5,6,7-tetrahydro-1H-indazole-6-carboxamide C(C)(C)N1N=C(C=2CC[C@H](CC12)C(=O)N[C@@]1(CS(CC1)(=O)=O)C)C1=CC(=CC=C1)OCC(F)(F)F